(4S,5R)-methyl-5-(2,4-dichlorophenyl)-2,2-diethyl-1,3-dioxolane-4-carboxylate COC(=O)[C@H]1OC(O[C@@H]1C1=C(C=C(C=C1)Cl)Cl)(CC)CC